(hydroxymethyl)-tetrahydrofuran-2-carbonitrile OCC1(OCCC1)C#N